C(C)N1C=C(C(C2=CC(=C(C=C12)N1CCC2(CC1)CCCCC2)F)=O)C(=O)O 1-ethyl-6-fluoro-1,4-dihydro-7-(3-azaspiro[5.5]undec-3-yl)-4-oxo-3-quinolinecarboxylic acid